CNCCO N-methyl-Monoethanolamine